vinylenebis(N,N-dimethylaniline) C(=CC1=C(N(C)C)C=CC=C1)C1=C(N(C)C)C=CC=C1